CC1C2=C(NC(C1NC(C1=CC(=CC=C1)C(F)(F)F)=O)=O)N(N=C2C(=O)O)C2CCOCC2 methyl-6-oxo-1-(tetrahydro-2H-pyran-4-yl)-5-(3-(trifluoromethyl)benzamido)-4,5,6,7-tetrahydro-1H-pyrazolo[3,4-b]pyridine-3-carboxylic acid